C1(CCCC1)CN1C(C(=C(C2=C1N=C(N=C2)NC2=CC=C(C=C2)N2CCN(CC2)C)C#C[Si](C(C)C)(C(C)C)C(C)C)C)=O 8-(cyclopentylmethyl)-6-methyl-2-{[4-(4-methylpiperazin-1-yl)phenyl]amino}-5-[2-(triisopropylsilyl)ethynyl]pyrido[2,3-d]pyrimidin-7-one